FC1=C(C=CC=C1)NC1=NC=CC2=C1N(C=N2)C(C)C 4-[(2-FLUOROPHENYL)AMINO]-3-ISOPROPYLIMIDAZO[4,5-C]PYRIDIN